(S)-2-amino-6-(tert-butoxycarbonylamino)hexanoic acid N[C@H](C(=O)O)CCCCNC(=O)OC(C)(C)C